(3,5-dihydroxyphenyl)-5,6-dihydroxybenzofuran OC=1C=C(C=C(C1)O)C=1OC2=C(C1)C=C(C(=C2)O)O